Dimethylamine brassylate C(CCCCCCCCCCCC(=O)O)(=O)O.CNC